O1C(=CC=C1)C(C(=O)C1=CC=C(C=C1)OCC1OC1)=C (furan-2-yl)-1-(4-(oxiran-2-ylmethoxy)phenyl)prop-2-en-1-one